4,6-dichloro-1-methyl-1H-pyrrolo[2,3-b]pyridine-5-carbonitrile ClC1=C2C(=NC(=C1C#N)Cl)N(C=C2)C